C(C1=CC=CC=C1)C(C(=O)CC1=CC=C(C=C1)N1CCOCC1)(CC)N(C)C 2-benzyl-2-dimethylamino-1-(4-morpholinobenzyl)-1-butanone